2-[(3R)-oxan-3-yl]quinazolin O1C[C@H](CCC1)C1=NC2=CC=CC=C2C=N1